4-(10-Bromoanthracene-9-yl)-2-fluoro-1-methylpyridin-1-ium BrC1=C2C=CC=CC2=C(C2=CC=CC=C12)C1=CC(=[N+](C=C1)C)F